C[C@@H]1/C=C(\\[C@H](OC(=O)/C=C/CC/C=C/[C@@H]([C@H]1O)OC)[C@H](C)C(=O)CCCC2CC(=O)NC(=O)C2)/C The molecule is a 14-membered macrolide which is isolated from Streptomyces sp.MK929-43F1 and inhibits cell migration of human esophageal cancer EC17 cells and mouse melanona B16 cells. It has a role as a metabolite and an antineoplastic agent. It is an ether, a secondary alcohol, a member of piperidones and a macrolide antibiotic.